Titanium Copper Titanium [Ti].[Cu].[Ti]